NC1=NC=CC(=C1)C=1OC=C(N1)C(=O)NC=1C(=CC2=C(CC(O2)(C)C)C1)C1=COC=C1 2-(2-Aminopyridin-4-yl)-N-(6-(furan-3-yl)-2,2-dimethyl-2,3-dihydrobenzofuran-5-yl)oxazole-4-carboxylic acid amide